C(C)(=O)OCCCCCCOC(C)=O 1,6-hexylene glycol diacetate